4-butoxy-N-(3-morpholinopropyl)benzenesulfonamide C(CCC)OC1=CC=C(C=C1)S(=O)(=O)NCCCN1CCOCC1